C1(CC1)C1=CC2=C(C=C(O2)C(=O)NS(=O)(=O)C2=C(C=CC(=C2)C(C)CC)OCC)C(=C1)F 6-Cyclopropyl-N-(2-ethoxy-5-sec-butyl-phenyl)sulfonyl-4-fluoro-benzofuran-2-carboxamide